N-(2-chloro-3-(7-chloro-2,4-dioxo-1,2-dihydropteridine-3(4H)-yl)phenyl)pyrazine-2-carboxamide ClC1=C(C=CC=C1N1C(NC2=NC(=CN=C2C1=O)Cl)=O)NC(=O)C1=NC=CN=C1